C(C1=CC=CC=C1)S(=O)(=O)C1=C(C(=C(C(=O)N)C=C1)F)C1N(CCC1)C1=C(C=C(C=C1)C(F)(F)F)Cl Benzylsulfonyl-3-(1-(2-chloro-4-trifluoromethylphenyl)pyrrolidin-2-yl)-2-fluorobenzamide